OC1(CCC1)C1=CC=C(COC=2C(C=C(OC2)CN2CC3=CC=CC=C3C2)=O)C=C1 5-((4-(1-hydroxycyclobutyl)benzyl)oxy)-2-(isoindolin-2-ylmethyl)-4H-pyran-4-one